N-(6-Chloroimidazo[1,2-b]pyridazin-2-yl)-2-cyanoacetamide ClC=1C=CC=2N(N1)C=C(N2)NC(CC#N)=O